Tert-butyl (cyclopropylmethyl)(4-(4-((1-(4-(hydroxymethyl)phenyl)-3-(trifluoromethyl)-1H-pyrazol-4-yl)carbamoyl)oxazol-2-yl)pyridin-2-yl)carbamate C1(CC1)CN(C(OC(C)(C)C)=O)C1=NC=CC(=C1)C=1OC=C(N1)C(NC=1C(=NN(C1)C1=CC=C(C=C1)CO)C(F)(F)F)=O